COC(C1=C(C=C(C(=C1)C1CC1)COCC1(CCN(CC1)C(C)C1=CC(=CC(=C1)F)Cl)F)F)=O 4-(((1-(1-(3-chloro-5-fluorophenyl)ethyl)-4-fluoropiperidin-4-yl)methoxy)methyl)-5-cyclopropyl-2-fluorobenzoic acid methyl ester